Methyl 4-(4-((tert-butoxycarbonyl) amino)-1-methyl-1H-imidazole-2-carboxamido)-benzoate C(C)(C)(C)OC(=O)NC=1N=C(N(C1)C)C(=O)NC1=CC=C(C(=O)OC)C=C1